ClC1=C(C(=CC(=C1)F)C)NC(=O)C1=CN=C(S1)NC(=O)OC(C)(C)C tert-butyl [5-(2-chloro-4-fluoro-6-methylphenylcarbamoyl)thiazol-2-yl]-aminocarboxylate